C(#N)C1(CCC(CC1)O)C1=C(C(=CC=C1)OCC1CC1)OC(F)F 4-cyano-4-(3-cyclopropylmethoxydifluoromethoxyphenyl)cyclohexan-1-ol